(S)-2-(6-(3,4-dimethoxyphenyl)-7-ethyl-5H-pyrrolo[3,2-d]pyrimidin-2-yl)-5-(piperidin-3-yl)-1,3,4-oxadiazole COC=1C=C(C=CC1OC)C1=C(C=2N=C(N=CC2N1)C=1OC(=NN1)[C@@H]1CNCCC1)CC